BrC1=CC(=NC=C1OC)OC 4-bromo-2,5-dimethoxypyridin